FC1(CC2C(C2C1)NC1=C(C=C(C=N1)S(=O)(=O)N(C)CC1=CC=C(C=C1)OC)C=1N=CN(C1)C)F 6-((3,3-Difluorobicyclo[3.1.0]hexane-6-yl)amino)-N-(4-methoxybenzyl)-N-methyl-5-(1-methyl-1H-imidazol-4-yl)pyridine-3-sulfonamide